N-(5-([1,2,4]triazolo[1,5-a]pyridin-2-yl)-8-((methyl-d3)amino)-2,7-naphthyridin-3-yl)cyclopropanecarboxamide N=1C(=NN2C1C=CC=C2)C2=C1C=C(N=CC1=C(N=C2)NC([2H])([2H])[2H])NC(=O)C2CC2